[I-].O1CCOCCOCCOCCOCCOCC1.[Eu+2].[I-] europium(II) 1,4,7,10,13,16-Hexaoxacyclooctadecane iodide